ClC1=CC=C(C=C1)SC=1N([C@H]2[C@H](OC)[C@H](O)[C@@H](CO)O2)C=2N=CN=C(C2N1)N 8-(4-chloro-phenylthio)-2'-O-methyladenosine